NC1=CC(=C2N3CCC[C@H]3CCCCCC(C3=NN=C(C1=N2)O3)(O)C(F)(F)F)SC3=CC=C(C=C3)OC(F)(F)F (12R)-20-Amino-18-{[4-(trifluoromethoxy)phenyl]sulfanyl}-6-(trifluoromethyl)-22-oxa-3,4,16,21-tetraazatetracyclo[15.3.1.12,5.012,16]docosa-1(21),2,4,17,19-pentaen-6-ol